C(C)O[SiH](C)CCCOCC1CO1 Ethoxy-3-glycidoxypropylmethylsilane